[N-](S(=O)(=O)C(F)(F)F)S(=O)(=O)C(F)(F)F.C1(=CC=CC=C1)[N+]1=CC=CC=C1 1-phenylpyridinium bis(trifluoromethylsulfonyl)imide salt